COC1=CC=C(C=C1)C1=NC(=NC(=N1)NC1=CC=C(C=C1)OC(F)(F)F)N 6-(4-methoxyphenyl)-N2-(4-(trifluoromethoxy)phenyl)-1,3,5-triazine-2,4-diamine